ClC1=C(OC=2SC3=C(N2)SC(=N3)N3CCC2(CC3)[C@@H](C3=CC=CC=C3C2)N)C=CC=C1Cl (S)-1'-(5-(2,3-dichlorophenoxy)thiazolo[5,4-d]thiazol-2-yl)-1,3-dihydrospiro[inden-2,4'-piperidin]-1-amine